valine-d6 N([C@@](C(C([2H])[2H])(C)[2H])(C(=O)O)[2H])([2H])[2H]